FC(C1=CC=C(C=C1)NC1=C(C=CC=C1)C1=CC=C(C=C1)NC#N)(F)F (2'-((4-(trifluoromethyl)phenyl)amino)-[1,1'-biphenyl]-4-yl)cyanamide